O=C1NC(CCC1N1C(C2=CC=C(C=C2C1=O)NCCCOCCOC1=CC=C(C=C1)\C(=C(\CC)/C1=CC=CC=C1)\C1=CC=C(C=C1)O)=O)=O (Z)-2-(2,6-dioxopiperidin-3-yl)-5-((3-(2-(4-(1-(4-hydroxyphenyl)-2-phenylbut-1-en-1-yl)phenoxy)ethoxy)propyl)amino)isoindoline-1,3-dione